OC(CCN1N=CC=C1C(=O)O)C 2-(3-hydroxybutyl)pyrazole-3-carboxylic acid